COC(=O)C1=CN(C2=NC=C(C=C21)Br)C2COCC2 5-bromo-1-(tetrahydrofuran-3-yl)-1H-pyrrolo[2,3-b]Pyridine-3-carboxylic acid methyl ester